FC(C(=O)O)(F)F.N1=CN=CC=C1 Pyrimidine trifluoroacetate salt